(E)-4-bromo-2-(1,3-dithian-2-yl)phenyl hex-3-enoate C(C\C=C\CC)(=O)OC1=C(C=C(C=C1)Br)C1SCCCS1